lithium 2-((2S,3S,5R)-5-(5-fluoro-2,4-dioxo-3,4-dihydropyrimidin-1(2H)-yl)-3-hydroxytetrahydrofuran-2-yl)propan-2-yl phosphate P(=O)(OC(C)(C)[C@H]1O[C@H](C[C@@H]1O)N1C(NC(C(=C1)F)=O)=O)([O-])[O-].[Li+].[Li+]